NCC1=CC=C(C=C1)NC(=O)C1=CC2=C(OCCC3=C2SC=C3)C=C1C1=C(C(=O)O)C=CC(=C1)F 2-(9-((4-(aminomethyl)phenyl)carbamoyl)-4,5-dihydrobenzo[b]thieno[2,3-d]oxepin-8-yl)-4-fluorobenzoic acid